6-(3-(1H-indazol-3-yl)piperidin-1-yl)pyrimidine-2,4-diamine N1N=C(C2=CC=CC=C12)C1CN(CCC1)C1=CC(=NC(=N1)N)N